4-(4-bromo-benzyl)-pyrrolidine BrC1=CC=C(CC2CCNC2)C=C1